N-(4-hydroxy-3-(methylsulfonyl)phenyl)-6-((4-((trifluoromethyl)thio)phenoxy)methyl)nicotinamide OC1=C(C=C(C=C1)NC(C1=CN=C(C=C1)COC1=CC=C(C=C1)SC(F)(F)F)=O)S(=O)(=O)C